(2-methoxypyridin-4-yl)-4-((2-methyl-4-phenylthiazol-5-yl)oxy)pyridin-2-amine COC1=NC=CC(=C1)C=1C(=NC=CC1OC1=C(N=C(S1)C)C1=CC=CC=C1)N